C1(CCCCC1)CN1CCC(CC1)C=1C=C2CN(C(C2=CC1)=O)C1C(NC(CC1)=O)=O 3-(5-(1-(cyclohexylmethyl)piperidin-4-yl)-1-oxoisoindolin-2-yl)piperidine-2,6-dione